3-amino-N-(2,6-difluorobenzyl)-6-(1-(3-hydroxypropyl)-6-oxo-1,6-dihydropyridin-3-yl)-5-(Oxazol-2-yl)pyrazine-2-carboxamide NC=1C(=NC(=C(N1)C=1OC=CN1)C1=CN(C(C=C1)=O)CCCO)C(=O)NCC1=C(C=CC=C1F)F